N,N'-dimethyl-N,N'-diphenyl-thiuram disulfide CN(C(=S)SSC(=S)N(C1=CC=CC=C1)C)C1=CC=CC=C1